2-(4-Chloro-7-fluoro-6-(3-fluoro-4-morpholinophenyl)-2H-indazol-2-yl)-2-(6,7-dihydro-5H-pyrrolo[1,2-c]imidazol-1-yl)-N-(thiazol-2-yl)acetamide ClC=1C2=CN(N=C2C(=C(C1)C1=CC(=C(C=C1)N1CCOCC1)F)F)C(C(=O)NC=1SC=CN1)C1=C2N(C=N1)CCC2